CC1=C(C=CC=2NC=NC21)C 4,5-dimethyl-1H-benzo[d]imidazole